4-(6-(4-((6-(difluoromethoxy)pyridin-3-yl)oxy)piperidin-1-yl)pyridin-3-yl)-6-(2-hydroxy-2-methylpropoxy)pyrazolo[1,5-a]pyridine-3-carbonitrile FC(OC1=CC=C(C=N1)OC1CCN(CC1)C1=CC=C(C=N1)C=1C=2N(C=C(C1)OCC(C)(C)O)N=CC2C#N)F